CC=1OC(=C(N1)C1=CC=C(C#N)C=C1)C 4-(2,5-dimethyloxazol-4-yl)benzonitrile